9-Fluoro-7-hydroxy-3-(hydroxymethyl)-7-methyl-6,7-dihydropyrido[3,2,1-ij]quinolin-1(5H)-one FC=1C=C2C(C=C(N3C2=C(C1)C(CC3)(C)O)CO)=O